FC1=C(C=CC(=C1)OCCCCC1CCN(CC1)C1=NC=C(C=N1)COC)CC(=O)N1CC(C1)CO 2-(2-fluoro-4-(4-(1-(5-(methoxymethyl)pyrimidin-2-yl)piperidin-4-yl)butoxy)phenyl)-1-(3-(hydroxymethyl)azetidin-1-yl)ethan-1-one